ClC=1N=CC=2N(C1)C(=NC2C2=NC(=NN2)C=2N(N=C(C2O)C)CC)C(=O)N 6-chloro-1-[3-(2-ethyl-4-hydroxy-5-methyl-pyrazol-3-yl)-1H-1,2,4-triazol-5-yl]imidazo[1,5-a]pyrazine-3-carboxamide